N-(3-chloro-5-(methylsulfonyl)phenyl)-1-(1-phenylethyl)-1H-pyrazole-4-carboxamide ClC=1C=C(C=C(C1)S(=O)(=O)C)NC(=O)C=1C=NN(C1)C(C)C1=CC=CC=C1